2-[3-[3-(methoxymethyl)phenyl]-1H-pyrazol-4-yl]-7-(4-pyrrolidin-1-yl-1-piperidyl)-1,5-naphthyridine COCC=1C=C(C=CC1)C1=NNC=C1C1=NC2=CC(=CN=C2C=C1)N1CCC(CC1)N1CCCC1